C(C(=C)C)(=O)CO[Si](OC)(OC)CCC Methacryloyl-propyltrimethoxysilan